19,19-dimethyl-17-oxo-3,6,9,12,15,18-hexaoxaicosanoic acid CC(OC(COCCOCCOCCOCCOCC(=O)O)=O)(C)C